FC(CN(C1=NC=2N(C3=CC=C(C=C13)F)C(=NN2)C)C2=CC(=CC(=C2)C#CC2(COC2)C)F)F N-(2,2-difluoroethyl)-7-fluoro-N-(3-fluoro-5-((3-methyloxetan-3-yl)ethynyl)phenyl)-1-methyl-[1,2,4]triazolo[4,3-a]quinazolin-5-amine